ClC1=CC=C2C(=C1)N(C([C@@]21N(C(CC[C@@H]1C1=CC(=CC=C1)Cl)=O)CC1CC1)=O)COCC[Si](C)(C)C |r| (rac)-(2'S,3'R)-6-chloro-3'-(3-chlorophenyl)-1'-(cyclopropylmethyl)-1-((2-(trimethylsilyl)ethoxy)methyl)spiro[indoline-3,2'-piperidine]-2,6'-dione